(4-(Chloromethyl)-1-((3-(2-(trifluoromethyl)pyridin-4-yl)pyrazolo[1,5-a]pyrimidin-6-yl)methyl)piperidin-4-yl)methanol ClCC1(CCN(CC1)CC=1C=NC=2N(C1)N=CC2C2=CC(=NC=C2)C(F)(F)F)CO